tert-Butyl 4-(4-(5-methylbenzo[d]oxazol-2-ylamino)phenylamino)-4-oxobutylcarbamate CC=1C=CC2=C(N=C(O2)NC2=CC=C(C=C2)NC(CCCNC(OC(C)(C)C)=O)=O)C1